(1r,3s,4s)-2-azabicyclo[2.2.1]heptane-3-carboxylic acid [C@@H]12N[C@@H]([C@@H](CC1)C2)C(=O)O